6-(dimethylamino)benzofuran-2-carboxylic acid CN(C1=CC2=C(C=C(O2)C(=O)O)C=C1)C